rac-2-[(4-Amino-5-benzoylthiazol-2-yl)-(6-methyl-3-pyridyl)amino]propanamid NC=1N=C(SC1C(C1=CC=CC=C1)=O)N([C@@H](C(=O)N)C)C=1C=NC(=CC1)C |r|